C(#N)C=1C=CC(=C(C1)[C@H](C)OC=1C(=NC2=CC=C(C=C2C1)F)NC(OC(C)(C)C)=O)N1N=CC=C1 tert-butyl (3-{(1S)-1-[5-cyano-2-(1H-pyrazol-1-yl)phenyl]ethoxy}-6-fluoroquinolin-2-yl)carbamate